1-methyl-4-(3-(4-amino-1H-pyrazol-1-yl)cyclobutyl)piperazine CN1CCN(CC1)C1CC(C1)N1N=CC(=C1)N